ClC=1N=C(NC1)OCCN1CCOCC1 4-(2-((4-chloro-1H-imidazol-2-yl)oxy)ethyl)morpholine